(R,E)-3-(1,2-Dimethylpyrrolidin-2-yl)-N-((1,2,3,5,6,7-hexahydro-s-indacen-4-yl)carbamoyl)prop-1-en-1-sulfonamid CN1[C@@](CCC1)(C)C/C=C/S(=O)(=O)NC(NC1=C2CCCC2=CC=2CCCC12)=O